methyl 2-(4-((4-(((3aS,4R,7S,7aR)-2,2-dimethyl-7-((6-(trifluoromethyl)pyridin-2-yl)oxy)tetrahydro-4H-[1,3]dioxolo[4,5-c]pyran-4-yl)methyl)piperazin-1-yl)methyl)phenoxy)acetate CC1(O[C@H]2[C@H]([C@H](OC[C@@H]2OC2=NC(=CC=C2)C(F)(F)F)CN2CCN(CC2)CC2=CC=C(OCC(=O)OC)C=C2)O1)C